2-(3-(4-((2-amino-7H-pyrrolo[2,3-d]pyrimidin-4-yl)oxy)phenyl)ureido)-5-phenylpentanoic acid NC=1N=C(C2=C(N1)NC=C2)OC2=CC=C(C=C2)NC(NC(C(=O)O)CCCC2=CC=CC=C2)=O